(S)-4-Chloro-5-((1-(3-oxo-3-(4-(5-(trifluoromethyl)thiazol-2-yl)piperazin-1-yl)propoxy)propan-2-yl)oxy)pyridazin-3(2H)-one ClC=1C(NN=CC1O[C@H](COCCC(N1CCN(CC1)C=1SC(=CN1)C(F)(F)F)=O)C)=O